ClC1=CC=C(C=C1)C=1C(=C(C(N(N1)C=1C=NN(C1)C)=O)C(=O)N[C@H](CO)C)[2H] (S)-6-(4-chlorophenyl)-N-(1-hydroxypropan-2-yl)-2-(1-methyl-1H-pyrazol-4-yl)-3-oxo-2,3-dihydropyridazine-5-d-4-carboxamide